5-fluoro-4-[4-methyl-5-oxo-3-(prop-2-yl)-4,5-dihydro-1H-1,2,4-triazol-1-yl]-2-{[(2S)-4-methylpentan-2-yl]oxy}-N-(pyrimidin-4-yl)benzamide FC=1C(=CC(=C(C(=O)NC2=NC=NC=C2)C1)O[C@@H](C)CC(C)C)N1N=C(N(C1=O)C)C(C)C